C(C)N1N=CC(=C1)CNC1C(CCCC1)OC=1C=C2CN(C(C2=CC1)=O)C1C(NC(CC1)=O)=O 3-(5-((2-(((1-ethyl-1H-pyrazol-4-yl)methyl)amino)cyclohexyl)oxy)-1-oxoisoindolin-2-yl)piperidine-2,6-dione